tert-butyl (R)-3-(2-(benzyloxy)-5-((tert-butyldimethylsilyl)oxy)phenyl)-2-hydroxypropanoate C(C1=CC=CC=C1)OC1=C(C=C(C=C1)O[Si](C)(C)C(C)(C)C)C[C@H](C(=O)OC(C)(C)C)O